4-(3-[10-(2-naphthyl)-9-anthryl]phenyl)dibenzofuran C1=C(C=CC2=CC=CC=C12)C1=C2C=CC=CC2=C(C2=CC=CC=C12)C=1C=C(C=CC1)C1=CC=CC2=C1OC1=C2C=CC=C1